8-methyl-2,3-quinolinedicarboxylic acid CC=1C=CC=C2C=C(C(=NC12)C(=O)O)C(=O)O